C(C)(C)(C)OC(=O)N1[C@@H](CCC1)C(=O)N1CCN(CC1)S(=O)(=O)C(C)C.Cl.C(C)(C)S(=O)(=O)N1CCN(CC1)C([C@H]1NCCC1)=O (S)-1-(isopropylsulfonyl)-4-prolylpiperazine hydrochloride Tert-butyl-(S)-2-(4-(isopropylsulfonyl)piperazin-1-carbonyl)pyrrolidin-1-carboxylate